6-hydroxy-1,4-oxazepan-4-carboxylate OC1CN(CCOC1)C(=O)[O-]